C[Si](CCOCOC=1C=C(C2=C(C=CC=C2C1)F)C1=C(C=C2C(=CC(=NC2=N1)O)O)F)(C)C 7-(3-(2-(trimethylsilyl)ethoxymethoxy)-8-fluoronaphthyl)-6-fluoro-2,4-dihydroxy-1,8-Naphthyridine